methylbicyclo[2.2.2]-oct-2-ene-1-carboxylic acid CC=1C2(CCC(C1)CC2)C(=O)O